2-((4-(6-bromopyridin-3-yl)tetrahydro-2H-pyran-4-yl)oxy)-N,N-dimethylethan-1-amine BrC1=CC=C(C=N1)C1(CCOCC1)OCCN(C)C